CC(CC=NC=1C(C(=O)OC)=CC=CC1)CCCC(C)(O)C methyl N-(3,7-dimethyl-7-hydroxyoctylidene)-anthranilate